[Si](C)(C)(C(C)(C)C)N1CCN(CC1)CCC[Si](OCC)(OCC)OCC 1-(t-butyldimethylsilyl)-4-(3-(triethoxysilyl)propyl)piperazine